3-methoxy-4-((2-methoxynaphthalen-1-yl)methyl)isoquinoline COC=1N=CC2=CC=CC=C2C1CC1=C(C=CC2=CC=CC=C12)OC